CC(C(=O)O)C(C)(C)C 2-methyl-3,3-dimethyl-butanoic acid